3-[N-[[5-[5-(difluoromethyl)-1,3,4-oxadiazol-2-yl]-3-fluoro-2-pyridinyl]methyl]anilino]-4-[(1S,4S)-5-(thietan-3-yl)-2,5-diazabicyclo[2.2.1]heptane-2-yl]cyclobut-3-ene-1,2-dione FC(C1=NN=C(O1)C=1C=C(C(=NC1)CN(C1=CC=CC=C1)C=1C(C(C1N1[C@@H]2CN([C@H](C1)C2)C2CSC2)=O)=O)F)F